C[Si](=[Zr](C1C(=CC2=C(C=CC=C12)C1=CC=CC=C1)C1CC1)C1C(=CC2=C(C=CC=C12)C1=CC=CC=C1)C1CC1)C dimethylsilanediylbis(2-cyclopropyl-4-phenylindenyl)zirconium